tert-butyl N-(3-(7-[(tetrahydro-2H-pyran-4-yl)amino]-3-(2,2,2-trifluoroethyl)pyrazolo[1,5-a]pyridin-2-yl)prop-2-yn-1-yl)carbamate O1CCC(CC1)NC1=CC=CC=2N1N=C(C2CC(F)(F)F)C#CCNC(OC(C)(C)C)=O